C(C1=CC=CC=C1)C=1C=C(SC1)C(=O)C1=C(N(C2=CC=C(C=C12)Cl)C(=O)N)O (4-benzylthiophene-2-carbonyl)-5-chloro-2-hydroxy-1H-indole-1-carboxamide